O[C@@H]1[C@H](CCCC1)NC1=NC(=CC(=N1)C(=O)N(C1=CC=CC=C1)C)NC(C)(CC(C)(C)C)C 2-(((1S,2S)-2-hydroxycyclohexyl)amino)-N-methyl-N-phenyl-6-((2,4,4-trimethylpentan-2-yl)amino)pyrimidine-4-carboxamide